Cl.O[C@H](C)C=1N(C2=C(C=NC(=C2)NC)N1)[C@@H]1CC[C@H](CC1)CC#N Trans-2-[4-[2-[(1R)-1-hydroxyethyl]-6-(methylamino)imidazo[4,5-c]pyridin-1-yl]cyclohexyl]acetonitrile hydrochloride